2,4-dimethylphenyl isocyanate CC1=C(C=CC(=C1)C)N=C=O